3-(benzylsulfanyl)-5-[cyclopropyl(methoxy)methyl]-1-methyl-1H-pyrazole C(C1=CC=CC=C1)SC1=NN(C(=C1)C(OC)C1CC1)C